C(C(C)C)OC=1C2=C(N=CN1)CN(CC2)C(=O)OC(C)(C)C tert-Butyl 4-isobutoxy-5,6-dihydropyrido[3,4-d]pyrimidine-7(8H)-carboxylate